CN1C(=NC2=C1C=CC=C2)CCCC(=O)O 1-methyl-2-benzimidazolebutanoic acid